C1=CC=CC=2OC3=CC=CC=C3N(C12)C1=CC=C2C(C=3C(=NC=4C=CC=CC4C3)C2=C1)=O 3-(10H-phenoxazin-10-yl)-11H-indeno[1,2-b]quinolin-11-one